[2,5-bis(trifluoromethyl)-1,3-thiazol-4-yl](difluoro)acetic acid FC(C=1SC(=C(N1)C(C(=O)O)(F)F)C(F)(F)F)(F)F